BrC=1C(=NC(=NC1)NC1=CC=C2CCNCC2=C1)NC1=C(C(=O)NC)C=CC=C1 2-[5-Bromo-2-(1,2,3,4-tetrahydro-isoquinolin-7-ylamino)-pyrimidin-4-ylamino]-N-methyl-benzamide